dodecanoyl-sebacoyl-diamine C(CCCCCCCCCCC)(=O)NC(CCCCCCCCC(=O)N)=O